C(C)N(C(C1=CC(=CC=C1)C)=O)CC N,N-diethyl-m-methylbenzamide